[Cl-].[Mn+2].FC1=C(C=CC(=C1)F)C1=C2NC(=C1)C=C1C=CC(=N1)C=C1C=CC(N1)=CC=1C=CC(N1)=C2.[Cl-] (2,4-difluorophenyl)porphyrin manganese chloride